C1(CCCCC1)N(C(CCN1C(=NC2=C1C=CC=C2)C2CN(CCC2)C2=NC(=CC=C2)OC)=O)CC N-cyclohexyl-N-ethyl-3-{2-[1-(6-methoxypyridin-2-yl)piperidin-3-yl]-1H-benzimidazol-1-yl}propanamide